OC[C@H]1OCC(CN(C1)C(=O)OC(C)(C)C)SC tert-butyl (2S)-2-(hydroxymethyl)-6-(methylsulfanyl)-1,4-oxazepane-4-carboxylate